C1(CCCCCC1)C=1CCCC2=C(C1C1=CC=C(C=C1)CC1CN(C1)CCCF)C=CC=C2 8-Cycloheptyl-9-(4-((1-(3-fluoropropyl)azetidin-3-yl)methyl)phenyl)-6,7-dihydro-5H-benzo[7]annulen